3,4-dihydroxyphenylglycine OC=1C=C(C(N)C(=O)O)C=CC1O